(±)-tert-butyl N-[6-[4-[[tert-butyl(dimethyl)silyl]oxymethyl]-3-pyridyl]-3-[(cis-2-fluorocyclopropanecarbonyl)amino]-8-isoquinolyl]carbamate [Si](C)(C)(C(C)(C)C)OCC1=C(C=NC=C1)C=1C=C2C=C(N=CC2=C(C1)NC(OC(C)(C)C)=O)NC(=O)[C@H]1[C@H](C1)F |r|